(S)-5-chloro-4-((2-(dimethylamino)-1-phenylethyl)amino)-2-fluoro-N-(thiazol-2-yl)benzenesulfonamide 2,2,2-trifluoroacetate FC(C(=O)O)(F)F.ClC=1C(=CC(=C(C1)S(=O)(=O)NC=1SC=CN1)F)N[C@H](CN(C)C)C1=CC=CC=C1